3-chloro-2-fluoro-1-benzyloxy-4-nitrobenzene ClC=1C(=C(C=CC1[N+](=O)[O-])OCC1=CC=CC=C1)F